CC1(C=2C=CC(=CC2C(CC1)(C)C)CC1=CC=C(C=C1)CCC(=O)O)C 3-{4-[(5,5,8,8-tetramethyl-5,6,7,8-tetrahydronaphthalen-2-yl)methyl]phenyl}propanoic acid